((2R,3S,4R,5R)-5-(4-aminopyrrolo[2,1-f][1,2,4]triazin-7-yl)-5-cyano-3,4-dihydroxytetrahydrofuran-2-yl) methyl ((R)-1-((5-cyanopyridin-2-yl) oxy)-3-(octadecyloxy) propan-2-yl) phosphate P(=O)(O[C@H]1O[C@@]([C@@H]([C@@H]1O)O)(C#N)C1=CC=C2C(=NC=NN21)N)(OC)O[C@@H](COC2=NC=C(C=C2)C#N)COCCCCCCCCCCCCCCCCCC